C(C1=CC=CC=C1)OC1=C(C(=NC(=C1C#C)C)Cl)C(=O)OCC ethyl 4-benzyloxy-2-chloro-5-ethynyl-6-methyl-pyridine-3-carboxylate